1-Methyl-2-[5-[4-[4-[(4-methylpiperazin-1-yl)methyl]phenyl]phenyl]-1H-pyrazol-4-yl]-2,3-dihydro-quinazolin-4-one CN1C(NC(C2=CC=CC=C12)=O)C=1C=NNC1C1=CC=C(C=C1)C1=CC=C(C=C1)CN1CCN(CC1)C